IC1=CN(C=2N=CN=C(C21)N2C[C@H](N(C[C@@H]2C)C(=O)OC(C)(C)C)C)S(=O)(=O)CC2=CC=CC=C2 tert-butyl (2R,5S)-4-(5-iodo-7-toluenesulfonyl-7H-pyrrolo[2,3-d]pyrimidin-4-yl)-2,5-dimethylpiperazine-1-carboxylate